C(CCC)(=O)SCCNC(CCNC([C@@H](C(COP(OP(OC[C@@H]1[C@H]([C@H]([C@@H](O1)N1C=NC=2C(N)=NC=NC12)O)OP(=O)(O)O)(=O)O)(=O)O)(C)C)O)=O)=O (s)-butyryl-CoA